CN1N(C(C(=C1C)C(=O)Cl)=O)C1=CC=CC=C1 1,5-dimethyl-3-oxo-2-phenyl-2,3-dihydro-1H-pyrazole-4-carbonyl chloride